C(C)C(COC(C1=CC=C(C=C1)N)=O)CCCC p-aminobenzoic acid 2-ethylhexyl ester